C1(CC1)S(=O)(=O)C1=CC=C(S1)C(=O)NCC1=CC=C(C=C1)C(F)(F)F 5-(cyclopropylsulfonyl)-N-(4-(trifluoromethyl)benzyl)thiophene-2-carboxamide